N1(C=NC=C1)C=1C=C2C(=C(N1)C(=O)O)N(N=C2)C 5-(1H-imidazol-1-yl)-1-methyl-1H-pyrazolo[3,4-c]pyridine-7-carboxylic acid